C[C@H]1[C@H](N(C2CC1C2)C(=O)C2=NC(=CC=C2N2N=CC=N2)C)CNC2=NC=C(N=C2)C(F)(F)F N-{[(3S,4R)-4-Methyl-2-[6-methyl-3-(2H-1,2,3-triazol-2-yl)pyridin-2-carbonyl]-2-azabicyclo[3.1.1]heptan-3-yl]methyl}-5-(trifluoromethyl)pyrazin-2-amin